3-(4-((4-((adamantan-1-yl)amino)butyl)amino)phenyl)piperidine-2,6-dione C12(CC3CC(CC(C1)C3)C2)NCCCCNC2=CC=C(C=C2)C2C(NC(CC2)=O)=O